2,5-bis[(4-(diethylamino)phenyl)methylene]cyclopentanone benzyl-(R)-(1-(piperidin-4-yl)ethyl)carbamate C(C1=CC=CC=C1)N(C(O)=O)[C@H](C)C1CCNCC1.C(C)N(C1=CC=C(C=C1)C=C1C(C(CC1)=CC1=CC=C(C=C1)N(CC)CC)=O)CC